FC=1C(=CC2=C(C(N3[C@@H](CO2)C[C@@H](C3)O)=O)C1O[C@H](C(F)(F)F)C)C (2S,11aR)-7-fluoro-2-hydroxy-8-methyl-6-(((S)-1,1,1-trifluoropropan-2-yl)oxy)-2,3,11,11a-tetrahydro-1H,5H-benzo[f]pyrrolo[2,1-c][1,4]oxazepin-5-one